5-chloro-3-[3-chloro-6-[(3S,5R)-3,5-dimethylpiperazin-1-yl]-2-pyridyl]pyrazolo[1,5-a]pyridine ClC1=CC=2N(C=C1)N=CC2C2=NC(=CC=C2Cl)N2C[C@@H](N[C@@H](C2)C)C